N-[2-[[(1R,2S)-2-hydroxycyclopentyl]methyl]-6-morpholino-1-oxo-isoindolin-5-yl]pyrazolo[1,5-a]pyrimidine-3-carboxamide O[C@@H]1[C@H](CCC1)CN1C(C2=CC(=C(C=C2C1)NC(=O)C=1C=NN2C1N=CC=C2)N2CCOCC2)=O